N-(3-(3-(2-bromo-5-methylphenyl)-1H-pyrazol-1-yl)propyl)-4,4-difluorocyclohexan-1-amine BrC1=C(C=C(C=C1)C)C1=NN(C=C1)CCCNC1CCC(CC1)(F)F